1-[3-[2-(trifluoromethyl)-4-pyridinyl]-1,2,4-thiadiazol-5-yl]ethylamine hydrochloride Cl.FC(C1=NC=CC(=C1)C1=NSC(=N1)C(C)N)(F)F